N1,N2-Di(4-Methoxy-benzyl)-1,2-propandiamin COC1=CC=C(CNCC(C)NCC2=CC=C(C=C2)OC)C=C1